R-Lactaldehyde C([C@H](O)C)=O